FC(C(C(C(C(C(C(C(F)(F)F)(F)F)(F)F)(F)F)(F)F)(F)F)(F)F)(CCCCCCC)F heptadecafluoropentadecane